N-methyl-2-(4-methyl-3-{3-methyl-5-[4-(trifluoromethyl)-phenoxy]phenyl}-5-oxo-1H,4H,5H-pyrrolo[3,2-b]pyridin-1-yl)acetamide CNC(CN1C=C(C=2N(C(C=CC21)=O)C)C2=CC(=CC(=C2)OC2=CC=C(C=C2)C(F)(F)F)C)=O